FC1=C(C=CC(=C1)F)N1CCN(CC1)CC1=CC=C(CNC2=C3C(N(C=NC3=CC=C2)C2C(NC(CC2)=O)=O)=O)C=C1 3-(5-((4-((4-(2,4-difluorophenyl)piperazin-1-yl)methyl)benzyl)amino)-4-oxoquinazolin-3(4H)-yl)piperidine-2,6-dione